ClC1=CC2=C(N(C(N=C2N2C(CNCC2)C)=O)C=2C(=NC=CC2C)C(C)C)N=C1C1=C(C=CC=C1)F 4-(6-chloro-7-(2-fluorophenyl)-1-(2-isopropyl-4-methylpyridin-3-yl)-2-oxo-1,2-dihydropyrido[2,3-d]pyrimidin-4-yl)-3-methylpiperazin